iron ferrous oxalate lithium [Li].C(C(=O)[O-])(=O)[O-].[Fe+2].[Fe]